N-Boc-4-(4-cyanophenyl)piperazine C(=O)(OC(C)(C)C)N1CCN(CC1)C1=CC=C(C=C1)C#N